2,5-dibromothieno[2,3-b]thiophene BrC1=CC2=C(SC(=C2)Br)S1